OCCCON(C(OC(C)(C)C)=O)C tert-butyl N-(3-hydroxypropoxy)-N-methyl-carbamate